8-((4-butanylpiperidin-1-yl)methyl)-3,9-dihydroxybenzo[5,6]oxazepin C(CCC)C1CCN(CC1)CC1=C(C2=C(C=CC(=NO2)O)C=C1)O